O=C(NCCOCCOCCOCCOC)COCC(=O)O 15-oxo-2,5,8,11,17-pentaoxa-14-azanonadecan-19-oic acid